C(C)(C)(C)OC(=O)C=1NC2=CC=CC(=C2C1)NC([C@H](CC1=CC=C(C=C1)N1C(CN(CC1)CCCOC)=O)N)=O (S)-4-(2-amino-3-(4-(4-(3-methoxypropyl)-2-oxopiperazin-1-yl)phenyl)propanamido)-1H-indol-2-oic acid tert-butyl ester